OC=1C=CC2=C(C=CS2)C1 5-hydroxy-benzothiophene